NC1=C(C2=C(S1)C(=CC=C2C2=C(C=C1C(=NC(=NC1=C2F)OC[C@]21CCCN1C[C@@H](C2)F)N2CCC(CCC2)C(=O)OC)Cl)F)C#N methyl 1-(7-(2-amino-3-cyano-7-fluorobenzo[b]thiophen-4-yl)-6-chloro-8-fluoro-2-(((2R,7aS)-2-fluorotetrahydro-1H-pyrrolizin-7a(5H)-yl)methoxy)quinazolin-4-yl)azepane-4-carboxylate